6-(4-oxo-4-(4-(5-(trifluoromethyl)pyrimidin-2-yl)piperazin-1-yl)butyl)-4-(trifluoromethyl)pyridazin-3(2H)-one O=C(CCCC=1C=C(C(NN1)=O)C(F)(F)F)N1CCN(CC1)C1=NC=C(C=N1)C(F)(F)F